BrC1=CC(=C(C=C1F)CC(=O)O)F 4-bromo-2,5-difluorophenylacetic acid